C(CCC)SC1=NN=C2N1C1=C(C=CC=C1C(N2CCC)=O)F 1-(butylthio)-9-fluoro-4-propyl-[1,2,4]triazolo[4,3-a]quinazolin-5(4H)-one